methyl 2,2-dimethyl-6-methylenecyclohexane-carboxylate CC1(C(C(CCC1)=C)C(=O)OC)C